C1=C(C=CC2=CC=CC=C12)[NH-] 2-naphthylamide